6-[[5-fluoro-3-(2,2,2-trifluoroethoxy)-2-pyridyl]oxy]-3-methoxy-N-(3-methyl-1,1-dioxo-thietan-3-yl)imidazo[1,2-a]pyridin-1-ium-2-carboxamide FC=1C=C(C(=NC1)OC=1C=CC=2N(C1)C(=C([NH+]2)C(=O)NC2(CS(C2)(=O)=O)C)OC)OCC(F)(F)F